1-methyl-4-[3-({4-[(4-phenoxyphenyl)(pyridin-2-yl)methyl]piperazin-1-yl}methyl)-4-(trifluoromethyl)phenyl]-1,4-diazepane CN1CCN(CCC1)C1=CC(=C(C=C1)C(F)(F)F)CN1CCN(CC1)C(C1=NC=CC=C1)C1=CC=C(C=C1)OC1=CC=CC=C1